gamma-glycidoxypropyl-methyltrimethoxysilane C(C1CO1)OCCCCO[Si](OC)(OC)C